(rac)-6-(3-ethyl-5-fluorophenyl)-2-azaspiro[3.4]Octane-2-carboxylic acid tert-butyl ester C(C)(C)(C)OC(=O)N1CC2(C1)C[C@@H](CC2)C2=CC(=CC(=C2)F)CC |r|